COC(=O)C1=CNC(=C1OC)C1=C(C=C(C=C1)OCC1CC1)F 5-(4-(Cyclopropylmethoxy)-2-fluorophenyl)-4-methoxy-1H-pyrrole-3-carboxylic acid methyl ester